BrC1=CC=C(C=C1)C1=CC=C(C=C1)N(C1=CC2=CC=CC=C2C=C1)C1=CC2=CC=CC=C2C=C1 N-(4'-bromo-[1,1'-biphenyl]-4-yl)-N-(naphthalen-2-yl)-naphthalen-2-amine